(3S)-4-[7-chloro-2-[(3S)-3-methylmorpholin-4-yl]pyrido[2,3-d]pyrimidin-4-yl]-3-methyl-morpholine ClC=1C=CC2=C(N=C(N=C2N2[C@H](COCC2)C)N2[C@H](COCC2)C)N1